C(C)OC(=O)C12C(CC(CC1)(CC2)F)=O 4-fluoro-2-oxo-bicyclo[2.2.2]octane-1-carboxylic acid ethyl ester